CC1=CC=C(C=C1)S(=O)(=O)/C=C/C#N E-3-[(4-methylphenyl)sulfonyl]-2-propenenitrile